Cl.C(C)(C)NCC=C N-isopropylallylamine hydrochloride